(E)-N-(4-(1-(6-(4-(2-(2-((2-(2,6-dioxopiperidin-3-yl)-1-oxoisoindolin-4-yl)thio)ethoxy)acetyl)piperazin-1-yl)pyridazine-3-carbonyl)piperidin-4-yl)butyl)-3-(pyridin-3-yl)acrylamide O=C1NC(CCC1N1C(C2=CC=CC(=C2C1)SCCOCC(=O)N1CCN(CC1)C1=CC=C(N=N1)C(=O)N1CCC(CC1)CCCCNC(\C=C\C=1C=NC=CC1)=O)=O)=O